t-butyl 3-(chlorocarbonyl)-3-fluoroazetidine-1-carboxylate ClC(=O)C1(CN(C1)C(=O)OC(C)(C)C)F